((R)-2-methyl-2-((S)-2,2,2-trifluoro-1-hydroxyethyl)pyrrolidin-1-yl)methanone C[C@]1(N(CCC1)C=O)[C@@H](C(F)(F)F)O